ClC1=CC(=NC2=C(C(=NC=C12)Cl)F)C#CC12CCCN2C[C@@H](C1)F 4,7-dichloro-8-fluoro-2-{2-[(2R)-2-fluoro-hexahydro-1H-pyrrolizin-7a-yl]ethynyl}-1,6-naphthyridine